3,6-dimethyl-2-phenyl-8-[1-[2-(tetrazol-1-yl)anilino]ethyl]benzopyran-4-one CC1=C(OC2=C(C1=O)C=C(C=C2C(C)NC2=C(C=CC=C2)N2N=NN=C2)C)C2=CC=CC=C2